7-(3-(2-(1H-pyrrolo[2,3-b]pyridin-3-yl)thiazol-4-yl)phenyl)-5-methyl-6,7-dihydro-5H-cyclopenta[b]pyridine-5,7-diol N1C=C(C=2C1=NC=CC2)C=2SC=C(N2)C=2C=C(C=CC2)C2(CC(C=1C2=NC=CC1)(O)C)O